N-(4-chlorobenzo[d]isoxazol-3-yl)-2,3-dihydrobenzo[b][1,4]dioxine-5-sulfonamide ClC1=CC=CC2=C1C(=NO2)NS(=O)(=O)C2=CC=CC=1OCCOC12